[C@H]12COC[C@H](CC1)N2C2CC(N(CC2)C2=NN(C(=C2)C)C2CC1(CN(C1)C(=O)OC(C)(C)C)C2)(C)C Tert-butyl 6-(3-(4-((1R,5S)-3-oxa-8-azabicyclo[3.2.1]octan-8-yl)-2,2-dimethylpiperidin-1-yl)-5-methyl-1H-pyrazol-1-yl)-2-azaspiro[3.3]heptane-2-carboxylate